C(C)(C)(C)NC(CN(C)C=1C2=C(N=C(N1)C1=NC=CC(=C1)OC(CN(C)C)(C)C)CCC2)=O N-tert-butyl-2-{[2-(4-{[1-(dimethylamino)-2-methylpropan-2-yl]oxy}pyridin-2-yl)-5H,6H,7H-cyclopenta[d]pyrimidin-4-yl](methyl)amino}acetamide